(E)-6-((4-Amino-8-(4-(2-cyanovinyl)-2,6-dimethylphenyl)-5-methoxyquinazolin-2-yl)amino)nicotinonitrile NC1=NC(=NC2=C(C=CC(=C12)OC)C1=C(C=C(C=C1C)\C=C\C#N)C)NC1=NC=C(C#N)C=C1